(S)-5-benzyl-N-(7-(5-hydroxypent-1-yn-1-yl)-5-methyl-4-oxo-2,3,4,5-tetrahydrobenzo[b][1,4]oxazepin-3-yl)-1H-1,2,4-triazole-3-carboxamide C(C1=CC=CC=C1)C1=NC(=NN1)C(=O)N[C@@H]1C(N(C2=C(OC1)C=CC(=C2)C#CCCCO)C)=O